3-methyl-2-cinnamoyl-quinoxaline-1,4-dioxide CC=1C(=[N+](C2=CC=CC=C2[N+]1[O-])[O-])C(C=CC1=CC=CC=C1)=O